2-[6-[(2,3-dichlorophenyl)sulfonylamino]-3,3-dimethyl-2-oxo-indolin-1-yl]acetic acid ClC1=C(C=CC=C1Cl)S(=O)(=O)NC1=CC=C2C(C(N(C2=C1)CC(=O)O)=O)(C)C